S(OC1=CC=C(C=C1)OCC1=C(C=C(C=C1F)C1=CC(=NC=C1F)C)F)(=O)(=O)F 4-((2,6-difluoro-4-(5-fluoro-2-methylpyridin-4-yl)benzyl)oxy)phenyl sulfurofluoridate